(E)-3-(4-chloro-2-fluoro-5-(1-(hydroxyimino)ethyl)phenyl)-1,5-dimethyl-6-thioxo-1,3,5-triazin-2,4-dione ClC1=CC(=C(C=C1/C(/C)=N/O)N1C(N(C(N(C1=O)C)=S)C)=O)F